C1(=CC=CC=C1)C1=NN=C(O1)C1=CC=C(C=C1)NC(CC)=O N-[4-(5-phenyl-1,3,4-oxadiazol-2-yl)phenyl]propanamide